(3S,5S)-5-(2-(bis(2,4-dimethoxybenzyl)amino)pyrimidin-5-yl)tetrahydrofuran-3-yl isopropylcarbamate C(C)(C)NC(O[C@@H]1CO[C@@H](C1)C=1C=NC(=NC1)N(CC1=C(C=C(C=C1)OC)OC)CC1=C(C=C(C=C1)OC)OC)=O